2-((4-(Dimethylamino)phenyl)ethynyl)quinoline-3-carbonitrile CN(C1=CC=C(C=C1)C#CC1=NC2=CC=CC=C2C=C1C#N)C